FC(C1=C(C(=C(C(=C1F)F)F)F)F)(F)F perfluoro-toluene